ClC1=C(C=CC=C1NC(=O)C=1N(C2=C(CN(CC2)C)N1)C)C1=C(C(=CC=C1)C1=NC=C(C(=C1)OC)CNC1=CC(=NC=C1)OC)C N-(2-chloro-3'-(4-methoxy-5-(((2-methoxypyridin-4-yl)amino)methyl)pyridin-2-yl)-2'-methyl-[1,1'-biphenyl]-3-yl)-1,5-dimethyl-4,5,6,7-tetrahydro-1H-imidazo[4,5-c]pyridine-2-carboxamide